FC1=C(C(=O)N[C@H](C(=O)OC2CC2)CC2=C3C=CC=NC3=C(C=C2)N2C(N(C3=C(C2=O)C=CN=C3)C)=O)C(=CC(=C1)N1[C@H](COCC1)C(F)(F)F)C Cyclopropyl (S)-2-(2-fluoro-6-methyl-4-((R)-3-(trifluoromethyl) morpholino)benzamido)-3-(8-(1-methyl-2,4-dioxo-1,4-dihydropyrido[3,4-d]pyrimidin-3(2H)-yl)quinolin-5-yl)propanoate